C1(C(C=C(C2=CC=CC=C12)S(=O)(=O)[O-])=O)=O.[K+] potassium 1,2-naphthoquinone-4-sulfonate